2,3,4',5,6,7'-hexahydrospiro[pyran-4,2'-pyrrolo[3',2':5,6]pyrido[3,4-b]pyrazine]-3'(1'H)-one N1C2=C(NC(C13CCOCC3)=O)C=NC3=C2C=CN3